5-(2,2-difluoro-7-((5-methoxy-7-methyl-1H-indol-4-yl)methyl)-7-azaspiro[3.5]nonan-6-yl)pyridin-2-ol FC1(CC2(C1)CC(N(CC2)CC2=C1C=CNC1=C(C=C2OC)C)C=2C=CC(=NC2)O)F